17,21-Dimethyloctatriacontane CC(CCCCCCCCCCCCCCCC)CCCC(CCCCCCCCCCCCCCCCC)C